FC(=C(CC1=NSC(=N1)NC(=O)C1=C(OC(=C1)C1=CC(=CC=C1)C(F)(F)F)C(F)(F)F)C)F N-(3-(3,3-difluoro-2-methylallyl)-1,2,4-thiadiazol-5-yl)-2-(trifluoromethyl)-5-(3-(trifluoromethyl)phenyl)furan-3-carboxamide